FC1(C=2C=CC=NC2C(CC1)=O)C(=O)N 5-fluoro-8-oxo-5,6,7,8-tetrahydroquinoline-5-carboxamide